[Al].[Sn].[Cu] copper tin aluminum